(2S,4R)-1-[(2S)-2-(4-cyclopropyltriazol-1-yl)-3,3-dimethyl-butanoyl]-4-hydroxy-N-[2-[2-(trifluoromethyl)phenyl]cyclopentyl]pyrrolidine-2-carboxamide C1(CC1)C=1N=NN(C1)[C@H](C(=O)N1[C@@H](C[C@H](C1)O)C(=O)NC1C(CCC1)C1=C(C=CC=C1)C(F)(F)F)C(C)(C)C